CC1N2C(CN(C1)CC2C)C 2,6,7-trimethyl-1,4-diazabicyclo[2.2.2]octane